tert-butyl 2-(1-(3-amino-6-chloropyridazin-4-yl)-4-phenylpiperidine-4-carbonyl)-2,6-diazaspiro[3.4]octane-6-carboxylate NC=1N=NC(=CC1N1CCC(CC1)(C(=O)N1CC2(C1)CN(CC2)C(=O)OC(C)(C)C)C2=CC=CC=C2)Cl